OCC(/C=C/CCCCCCC(=O)OCCCCCCOC(CCCCCCC=CC(CCCCCCCC)CO)=O)CCCCCCCC hexane-1,6-diyl (8E,8'E)-bis(10-(hydroxymethyl)octadec-8-enoate)